ClC1=NN=C(C=2CCCCC12)NC1CC(C1)(O)C (cis)-3-((4-chloro-5,6,7,8-tetrahydrophthalazin-1-yl)amino)-1-methylcyclobutan-1-ol